3-(diethylphosphoryloxy)-1,2,3-benzotriazin-4(3H)-one C(C)P(=O)(CC)ON1N=NC2=C(C1=O)C=CC=C2